(2-(2-(5-(METHOXYMETHOXY)PYRIDIN-2-YL)THIAZOL-4-YL)ACETYL)GLYCINE COCOC=1C=CC(=NC1)C=1SC=C(N1)CC(=O)NCC(=O)O